NC1=NC=C(C(=N1)C(F)F)C1=NC(=NC(=N1)N1CCOCC1)N1CCN(CC1)C(CN(C)CC1CCN(CC1)C(C=C)=O)=O 1-(4-(((2-(4-(4-(2-amino-4-(difluoromethyl)pyrimidin-5-yl)-6-morpholino-1,3,5-triazin-2-yl)piperazin-1-yl)-2-oxoethyl)(methyl)amino)methyl)piperidin-1-yl)prop-2-en-1-one